2-chloro-4-fluoro-5-(5-(trifluoromethyl)pyridin-2-yl)benzaldehyde oxime ClC1=C(C=NO)C=C(C(=C1)F)C1=NC=C(C=C1)C(F)(F)F